C1C(CC12OCCO2)C#CC2=CC1=CN(C=C1C=C2)C2C(NC(CC2)=O)=O 5-(2-{5,8-dioxaspiro[3.4]octan-2-yl}ethynyl)-2-(2,6-dioxopiperidin-3-yl)isoindole